C(C1=CC=CC=C1)OC(=O)NCCCN1CCN(CC1)CCCN(C(OC(C)(C)C)=O)C tert-butyl N-[3-[4-[3-(benzyloxycarbonylamino)propyl]piperazin-1-yl]propyl]-N-methyl-carbamate